C1(CCCCC1)NP(N)(N)=S cyclohexyl-thiophosphoric triamide